ClC1=C(C=CC(=N1)C(=O)OC)[N+](=O)[O-] methyl 6-chloro-5-nitro-pyridine-2-carboxylate